N-(3-(6-chloro-8-fluoro-7-(2-fluoro-6-hydroxyphenyl)quinazolin-4-yl)phenyl)acrylamide ClC=1C=C2C(=NC=NC2=C(C1C1=C(C=CC=C1O)F)F)C=1C=C(C=CC1)NC(C=C)=O